potassium borate B([O-])([O-])[O-].[K+].[K+].[K+]